1-(4-(3-(7-carboxy-7-methyloctyl)phenyl)butyl)cyclopropane C(=O)(O)C(CCCCCCC=1C=C(C=CC1)CCCCC1CC1)(C)C